tris[4-(4-acetyl-3-methylphenylthio)phenyl]sulfonium butanesulfonate C(CCC)S(=O)(=O)[O-].C(C)(=O)C1=C(C=C(C=C1)SC1=CC=C(C=C1)[S+](C1=CC=C(C=C1)SC1=CC(=C(C=C1)C(C)=O)C)C1=CC=C(C=C1)SC1=CC(=C(C=C1)C(C)=O)C)C